C1=C(C=CC2=CC=CC=C12)C=CC(C(=O)O)=O.O1C(=CC=C1)C(=O)NC1OC2=C(C=C1)C=CC=C2 2-(2-furoylamino)benzopyran 4-naphthalene-2-yl-2-oxo-but-3-enoate